ClC1=CC=C(OC2=CC=C(C=C2)N=C=O)C=C1 4-(p-chlorophenoxy)-phenyl isocyanate